2-chloro-N1-(4-chloro-3-(pyridin-2-yl)phenyl)-N4-((1S,2R)-2-hydroxy-2,3-dihydro-1H-inden-1-yl)terephthalamide ClC1=C(C(=O)NC2=CC(=C(C=C2)Cl)C2=NC=CC=C2)C=CC(=C1)C(=O)N[C@@H]1[C@@H](CC2=CC=CC=C12)O